C(C)OP1(OC(=C(CC1)[Se]C)C1=CC=CC=C1)=O 2-Ethoxy-5-(methylselanyl)-6-phenyl-3,4-dihydro-1,2-oxaphosphinine 2-oxide